5-[5-(Cyclopropylamino)-3-fluoropyridin-2-yl]-1-ethylpyrazole-4-carboxylic acid C1(CC1)NC=1C=C(C(=NC1)C1=C(C=NN1CC)C(=O)O)F